N-[(1S)-1-(dicyclopropyl-methyl)-2-[[3-fluoro-1-[(1S)-1-[4-(2,2,2-trifluoroethyl)-1,2,4-triazol-3-yl]propyl]-pyrazol-4-yl]amino]-2-oxo-ethyl]-2-isopropyl-pyrazole-3-carboxamide C1(CC1)C([C@@H](C(=O)NC=1C(=NN(C1)[C@@H](CC)C1=NN=CN1CC(F)(F)F)F)NC(=O)C=1N(N=CC1)C(C)C)C1CC1